SC(CC(=O)OC(CCCCCCC)OC(CC(CC)S)=O)CC Octanediol bis(3-mercaptovalerate)